COC1=CC=2N(C=C1C(=O)NC1=NC(=CC=C1)C(F)(F)F)C=C(N2)C2CCOCC2 7-methoxy-2-(tetrahydro-2H-pyran-4-yl)-N-(6-(trifluoromethyl)pyridin-2-yl)imidazo[1,2-a]pyridine-6-carboxamide